7-bromo-6-chloro-8-fluoro-2-((((S)-1-methylpyrrolidin-2-yl)methoxy)quinazolin-4-yl)-2-methylpiperazin-1-carboxylate BrC1=CC=C2C(=NC(=NC2=C1F)OC[C@H]1N(CCC1)C)C1(N(C(CNC1)Cl)C(=O)[O-])C